FC(O[C@@H]1C[C@H](N(CC1)CC1=C2C=CN(C2=C(C=C1OC)C)C(=O)OC(C)(C)C)C1=CC=C(C=C1)C(=O)OC)F |r| (2S,4S) and (2R,4R)-tert-butyl 4-(((trans)-4-(difluoromethoxy)-2-(4-(methoxycarbonyl)phenyl)piperidin-1-yl)methyl)-5-methoxy-7-methyl-1H-indole-1-carboxylate